C(#N)C=1C=CC(=NC1)C=1C=C(C=CC1NC1=NC=C(C=C1)C(F)(F)F)S(=O)(=O)NC 3-(5-cyano-2-pyridyl)-N-methyl-4-[[5-(trifluoromethyl)-2-pyridyl]amino]benzenesulfonamide